[C@@H]12N[C@@H]([C@@H](CC1)C2)C(=O)N2CC1(C2)CN(C1)C1=C2C(=NC=C1C(F)(F)F)SC(=C2)CC(F)(F)F [(1R,3S,4S)-2-azabicyclo[2.2.1]heptan-3-yl]{6-[2-(2,2,2-trifluoroethyl)-5-(trifluoromethyl)thieno[2,3-b]pyridin-4-yl]-2,6-diazaspiro[3.3]heptan-2-yl}methanone